9a-fluoro-11b,17a,21-trihydroxy-16b-methylpregna-1,4-diene-3,20-dione C[C@H]1C[C@H]2[C@@H]3CCC4=CC(=O)C=C[C@@]4([C@]3([C@H](C[C@@]2([C@]1(C(=O)CO)O)C)O)F)C